C1(CCCCC1)C(C)OC1=C(C(=O)NC2=C(C=CC=C2C)C)C=C(C(=C1)N1N=C(N(C1=O)C)CO)F 2-(1-cyclohexylethoxy)-N-(2,6-dimethylphenyl)-5-fluoro-4-[3-(hydroxymethyl)-4-methyl-5-oxo-4,5-dihydro-1H-1,2,4-triazol-1-yl]benzamide